O1COC(CC1)CCO 1,3-dioxane-4-ethanol